C(=O)(O)C=1C=C(C=C(C1)C=1N=NN(C1)C=1C(=C(C(=O)O)C=CC1)C(F)(F)F)C=1N=NN(C1)C=1C(=C(C(=O)O)C=CC1)C(F)(F)F 4'-((5-carboxy-1,3-phenylene)bis(1H-1,2,3-triazole-4,1-diyl))bis(2-(trifluoromethyl)benzoic acid)